methyl 2,2-dimethyl-7-bromoheptanoate CC(C(=O)OC)(CCCCCBr)C